ClC1=C(C=C(C(=C1)OC1=CC=NC2=CC(=C(C=C12)C)C(NC)=O)F)NC(=O)C1(CC1)C(=O)NC1=CC=C(C=C1)F 1-N'-[2-chloro-5-fluoro-4-[6-methyl-7-(methylcarbamoyl)quinolin-4-yl]oxyphenyl]-1-N-(4-fluorophenyl)cyclopropane-1,1-dicarboxamide